FC(C(=O)N[C@H]1C(O)O[C@@H]([C@H]([C@@H]1O)O)CO)F N-DIFLUOROACETYLGLUCOSAMINE